FC1=CC=C(O[C@@H]2C[C@H](N(C2)C(CNC(CCCOC2=CC=CC=C2)=O)=O)C(=O)O)C=C1 (2S,4R)-4-(4-fluorophenoxy)-1-((4-phenoxybutanoyl)glycyl)pyrrolidine-2-carboxylic acid